Glycerin Didecanoate C(CCCCCCCCC)(=O)O.C(CCCCCCCCC)(=O)O.OCC(O)CO